2-(butyl-(2-(dimethylamino)ethyl)amino)-1-ethanol C(CCC)N(CCO)CCN(C)C